1-tert-butyl ((2-(N-(3-(1H-imidazol-1-yl)propyl)cyclobutanecarboxamido)benzo[d]thiazol-6-yl)methyl)carbamate N1(C=NC=C1)CCCN(C(=O)C1CCC1)C=1SC2=C(N1)C=CC(=C2)CNC(OC(C)(C)C)=O